tert-Butyl 6-((7-chloro-2,6-naphthyridin-1-yl)ethynyl)-3,3-diethyl-2-oxoindoline-1-carboxylate ClC1=NC=C2C=CN=C(C2=C1)C#CC1=CC=C2C(C(N(C2=C1)C(=O)OC(C)(C)C)=O)(CC)CC